N-(6-(3-(benzofuran-5-sulfonamido)-2,6-difluorophenyl)quinazolin-2-yl)pivalamide O1C=CC2=C1C=CC(=C2)S(=O)(=O)NC=2C(=C(C(=CC2)F)C=2C=C1C=NC(=NC1=CC2)NC(C(C)(C)C)=O)F